O=C1NC(CC[C@H]1N1C(C2=CC=C(C=C2C1=O)NCC(=O)NCCCCCC(=O)N1CCC(CC1)CNC1=C2N=CN(C2=NC=N1)C1CC(C1)NC(C1=NC(=CC=C1)C)=O)=O)=O N-((1r,3r)-3-(6-(((1-(6-(2-((2-(2,6-dioxopiperidin-3-yl)-1,3-dioxoisoindolin-5-yl)amino)acetamido)hexanoyl)piperidin-4-yl)methyl)amino)-9H-purin-9-yl)cyclobutyl)-6-methylpicolinamide